cyclopropyl-5-(4-((8-(difluoromethoxy)-5-fluoro-2-methyl-3-oxo-3,4-dihydroquinoxalin-6-yl)methyl)piperazin-1-yl)-6-fluoropyridinecarboxamide C1(CC1)C=1C(=NC(=C(C1)N1CCN(CC1)CC=1C(=C2NC(C(=NC2=C(C1)OC(F)F)C)=O)F)F)C(=O)N